(1R,2S,5S)-6,6-dimethyl-3-[(2S)-3-phenyl-2-[(2,2,2-trifluoroacetyl)amino]propanoyl]-3-azabicyclo[3.1.0]hexane-2-carboxylic acid CC1([C@H]2CN([C@@H]([C@@H]12)C(=O)O)C([C@H](CC1=CC=CC=C1)NC(C(F)(F)F)=O)=O)C